FC1=C(C=C(C=C1)C1(CC1)NC[C@@]1(N(CCC1)C(=O)OC(C)(C)C)C)C(F)(F)F tert-butyl (R)-2-(((1-(4-fluoro-3-(trifluoromethyl)phenyl)cyclopropyl)amino)methyl)-2-methylpyrrolidine-1-carboxylate